2-(((5-(2-chlorophenoxy)-1,1-dioxido-4H-benzo[e][1,2,4]thiadiazin-3-yl)amino)methyl)nicotinonitrile ClC1=C(OC2=CC=CC3=C2NC(=NS3(=O)=O)NCC3=C(C#N)C=CC=N3)C=CC=C1